1-pivaloylpiperazine C(C(C)(C)C)(=O)N1CCNCC1